(5RS)-3-oxo-2-{[2-(trifluoromethyl)pyridin-4-yl]methyl}-2,3,5,6,7,8-hexahydro[1,2,4]triazolo[4,3-a]pyridine-5-carboxylic acid O=C1N(N=C2N1[C@H](CCC2)C(=O)O)CC2=CC(=NC=C2)C(F)(F)F |r|